tert-Butyl 4-((4-chloro-6-oxopyrimidin-1(6H)-yl)methyl)-4-hydroxy-3,3-dimethylpiperidine-1-carboxylate ClC=1N=CN(C(C1)=O)CC1(C(CN(CC1)C(=O)OC(C)(C)C)(C)C)O